CCCCCCCCCCCCCCCCCCCCCCCC(CC(=O)O)O The molecule is a 3-hydroxy fatty acid that is hexacosanoic (cerotic) acid substituted at position 3 by a hydroxy group; a component of bacterial lipopolysaccharides. It is a 3-hydroxy monocarboxylic acid and a 3-hydroxy fatty acid. It derives from a hexacosanoic acid.